(2-fluoro-3-{1-[4-(piperazin-1-yl)phenyl]-3-(pyridin-4-yl)pyrazol-4-yl}phenyl)propane-1-sulfonamide FC1=C(C=CC=C1C=1C(=NN(C1)C1=CC=C(C=C1)N1CCNCC1)C1=CC=NC=C1)C(CC)S(=O)(=O)N